Potassium perfluorooctane sulfate S(=O)(=O)([O-])[O-].FC(C(C(C(C(C(C(C(F)(F)F)(F)F)(F)F)(F)F)(F)F)(F)F)(F)F)(F)F.[K+].[K+]